N-(4-methyl-3-((4-methyl-3-(9-(tetrahydro-2H-pyran-2-yl)-9H-purin-6-yl)pyridin-2-yl)amino)phenyl)-4-(trifluoromethyl)picolinamide CC1=C(C=C(C=C1)NC(C1=NC=CC(=C1)C(F)(F)F)=O)NC1=NC=CC(=C1C1=C2N=CN(C2=NC=N1)C1OCCCC1)C